C1(CCCCC1)CC(C(C(=C)C)(C)C)=O 1-cyclohexyl-3,3,4-trimethylpent-4-en-2-one